ClC=1C=CN2C(=NN=C(C21)C2=C(C=C(C=C2)C(F)(F)F)O)N[C@H]2CN(CCC2)C 2-(8-chloro-4-{[(3R)-1-methylpiperidin-3-yl]amino}pyrrolo[1,2-d][1,2,4]triazin-1-yl)-5-(trifluoromethyl)phenol